tert-butyl (S)-(3-(3-chloro-5-fluorophenyl)-3-(4-isopropylpiperazin-1-yl)propyl)(methyl)carbamate ClC=1C=C(C=C(C1)F)[C@H](CCN(C(OC(C)(C)C)=O)C)N1CCN(CC1)C(C)C